9-benzyl-8-(4-methyl-6-(2-(piperazin-1-yl)ethoxy)pyridin-3-yl)-6-(1-methylcyclobutoxy)-9H-purine C(C1=CC=CC=C1)N1C2=NC=NC(=C2N=C1C=1C=NC(=CC1C)OCCN1CCNCC1)OC1(CCC1)C